BrC1=CC=C(C=C1)C(C(F)(F)F)=O 1-(4-bromophenyl)-2,2,2-trifluoroethanone